Tert-butyl 2-((2-vinylpyrimidin-5-yl)oxy)acetate C(=C)C1=NC=C(C=N1)OCC(=O)OC(C)(C)C